(Z)-2-(2,6-dioxopiperidin-3-yl)-5-(4-((1-(4-(1-(4-hydroxyphenyl)-2-phenylbut-1-en-1-yl)phenyl)piperidin-4-yl)methyl)piperazin-1-yl)isoindoline-1,3-dione O=C1NC(CCC1N1C(C2=CC=C(C=C2C1=O)N1CCN(CC1)CC1CCN(CC1)C1=CC=C(C=C1)/C(=C(\CC)/C1=CC=CC=C1)/C1=CC=C(C=C1)O)=O)=O